[C@H]12CN(C[C@H](CC1)N2)C2=NC(=NC1=C(C(=CC=C21)C2=CC(=CC1=CC=C(C(=C21)S(=O)(=O)C)F)O)F)OC[C@]21CCCN1C[C@@H](C2)F 4-(4-((1R,5S)-3,8-diazabicyclo[3.2.1]octan-3-yl)-8-fluoro-2-(((2R,7aS)-2-fluorotetrahydro-1H-pyrrolizin-7a(5H)-yl)methoxy)quinazolin-7-yl)-6-fluoro-5-(methylsulfonyl)naphthalen-2-ol